COC1=C(C(=O)OCCC(CO)(C)C)C(=CC=C1)OC 4-hydroxy-3,3-dimethylbutyl 2,6-dimethoxybenzoate